NC1=NNC2=CC(=CC(=C12)C1=C(C=C(C=C1)NC(C1=CN=CC(=C1O)C1=CC=C(C=C1)F)=O)F)C1CCN(CC1)C(C(C)C)=O N-(4-(3-amino-6-(1-isobutyrylpiperidin-4-yl)-1H-indazol-4-yl)-3-fluorophenyl)-5-(4-fluorophenyl)-4-hydroxynicotinamide